(E)-1-(5,6-dimethoxyisoindolin-2-yl)-3-(2-(4-fluorophenyl)imidazo[1,2-a]pyridin-3-yl)prop-2-en-1-one COC=1C=C2CN(CC2=CC1OC)C(\C=C\C1=C(N=C2N1C=CC=C2)C2=CC=C(C=C2)F)=O